OC1=CC=C(C=C1)CCC=CC(CCC1=CC=CC=C1)=O 7-(4-hydroxyphenyl)-1-phenyl-4-hepten-3-one